(2R)-2-methyl-4-[5-(trifluoromethyl)pyrimidin-2-yl]piperazine-1-carbonyl chloride C[C@H]1N(CCN(C1)C1=NC=C(C=N1)C(F)(F)F)C(=O)Cl